3-azido-3-(4-methoxyphenyl)indolin-2-one N(=[N+]=[N-])C1(C(NC2=CC=CC=C12)=O)C1=CC=C(C=C1)OC